(S)-tert-butyl(1-((4-((2-fluorobenzyl)oxy)benzyl)amino)-1-oxobuta-2-yl)carbamate C(C)(C)(C)OC(N[C@H](C(=O)NCC1=CC=C(C=C1)OCC1=C(C=CC=C1)F)CC)=O